[11CH3]OC=1C=CC(=NC1)COC=1C=CC2=C(N=C(O2)C=2C=NC=CC2)C1 5-[(5-[11C]-methoxypyridin-2-yl)methoxy]-2-(pyridin-3-yl)-1,3-benzoxazol